CC(C)C1=CC2=C(C=C(C(O2)C(F)(F)F)C(=O)O)C=C1 7-(1-methylethyl)-2-trifluoromethyl-2H-1-benzopyran-3-carboxylic acid